S1C(=CC=C1)CC=O thiophenylacetaldehyde